N1C(CCCC1)C(=O)O Pipecolinic Acid